C(=O)C1(CCOCC1)NC(OC(C)(C)C)=O tert-butyl (4-formyltetrahydro-2H-pyran-4-yl)carbamate